2,3,4,5-tetrahydro-1,4-benzoxazepine O1CCNCC2=C1C=CC=C2